5-(4-bromo-benzyloxy)-2-cyclopentyl-2,3-dihydro-isoindol-1-one BrC1=CC=C(COC=2C=C3CN(C(C3=CC2)=O)C2CCCC2)C=C1